2-propylthio-4,6-dihydroxypyrimidine C(CC)SC1=NC(=CC(=N1)O)O